C1(CCCC1)OC(=O)N[C@@H](CCCCN)C(=O)O Cyclopentyloxycarbonyl-L-lysine